C(C)(C)N(C(C)C)CC (N,N-diisopropyl)Ethylamine